ClC=1C=C2C(=NC=NC2=C(C1C1=C(C=CC=C1O)F)F)N1CCN(CC1)C(=O)\C(\C#N)=C\C1=CN=CS1 (E)-2-(4-(6-chloro-8-fluoro-7-(2-fluoro-6-hydroxyphenyl)quinazolin-4-yl)piperazine-1-carbonyl)-3-(thiazol-5-yl)acrylonitrile